Tert-butyl 5-[[4-[(2-chloroacetyl)amino]-3-fluoro-phenyl]sulfonyl-[(4-methoxyphenyl)methyl]amino]thiazole-4-carboxylate ClCC(=O)NC1=C(C=C(C=C1)S(=O)(=O)N(C1=C(N=CS1)C(=O)OC(C)(C)C)CC1=CC=C(C=C1)OC)F